N-Methylaminoethylamine CNNCC